5-[2-(2-azidoethoxy)ethoxy]-N-{3-[4-(dimethylamino)phenyl]propyl}-N-methyl-2,3-dihydro-1H-inden-1-amine N(=[N+]=[N-])CCOCCOC=1C=C2CCC(C2=CC1)N(C)CCCC1=CC=C(C=C1)N(C)C